11-phenyl-7,8,9,10-tetrahydro-6H-cyclohepta[b]quinoline C1(=CC=CC=C1)C1=C2C(=NC3=CC=CC=C13)CCCCC2